O[C@H]1C(N(C(C1)=O)CCNC(OC(C)(C)C)=O)=O tert-butyl (R)-(2-(3-hydroxy-2,5-dioxopyrrolidin-1-yl)ethyl)carbamate